FC1([C@H](C=2C(=C(SC2S(=O)(=O)C)OCCC)C1)O)F (4S)-5,5-difluoro-3-methanesulfonyl-1-propoxy-4H,5H,6H-cyclopenta[c]thiophen-4-ol